[2-[[5-[(3-chloro-4-methoxy-benzoyl)amino]-2-[(4-methoxyphenyl)-methyl]pyrazole-3-carbonyl]amino]-5-morpholino-phenyl]carbamate ClC=1C=C(C(=O)NC=2C=C(N(N2)CC2=CC=C(C=C2)OC)C(=O)NC2=C(C=C(C=C2)N2CCOCC2)NC([O-])=O)C=CC1OC